FC(C1=NC=C(C=N1)NC(O)=O)(F)F (2-(trifluoromethyl)pyrimidin-5-yl)carbamic acid